BrC1=CC=C(C2=CC=CC=C12)[C@@H](C)NC(C1=C(C=CC=C1)C)=O (R)-N-(1-(4-bromonaphthalen-1-yl)ethyl)-2-methylbenzamide